CCCC\C=C\CCCC (E)-dec-5-en